3-Amino-N-(3-((1R,5S,8s)-8-amino-3-azabicyclo[3.2.1]octan-3-yl)pyridin-2-yl)-6-(6-morpholino-3-(trifluoromethyl)pyridin-2-yl)pyrazin-2-carboxamid NC=1C(=NC(=CN1)C1=NC(=CC=C1C(F)(F)F)N1CCOCC1)C(=O)NC1=NC=CC=C1N1C[C@H]2CC[C@@H](C1)C2N